C(#N)[C@@]1(COCC2=CC=C(C=C12)C(=O)NCC1=NC=CC(=C1)C1CC(C1)C1=CC(=CC=C1)OC)C (R)-4-cyano-N-((4-((1r,3R)-3-(3-methoxyphenyl)cyclobutyl)pyridin-2-yl)methyl)-4-methylisochromane-6-carboxamide